FC(COC(CC)CCCCCCCCC)(F)F 3-(2',2',2'-trifluoroethoxy)n-dodecane